BrC=1C(=NC(=NC1)Cl)NC1CCOCC1 5-bromo-2-chloro-N-(tetrahydro-2H-pyran-4-yl)pyrimidin-4-amine